[2-(1,1-dimethylethoxy)cyclohexane-1-yl]methylamine CC(C)(OC1C(CCCC1)CN)C